10-decyl-(2-cyanoethyl)-(N,N-diisopropyl)-phosphoramidite CCCCCCCCCCP([O-])([O-])(N(C(C)C)C(C)C)CCC#N